ClC1=C(C(N(C=2C=CC(=NC12)C#N)CC#C)=O)[N+](=O)[O-] 8-chloro-7-nitro-6-oxo-5-(prop-2-yn-1-yl)-5,6-dihydro-1,5-naphthyridine-2-carbonitrile